ethynyl-1-(trifluoromethyl)cyclopropane C(#C)C1(CC1)C(F)(F)F